BrC1=C2C(=NC(=C1)Cl)C=CN2COCC[Si](C)(C)C 7-bromo-5-chloro-1-((2-(trimethylsilyl)ethoxy)methyl)-1H-pyrrolo[3,2-b]pyridine